tert-Butyl (2R,5S)-2-[3-[(1-benzyloxycarbonyl-4-piperidyl)methoxy]phenyl]-5-methyl-piperidine-1-carboxylate C(C1=CC=CC=C1)OC(=O)N1CCC(CC1)COC=1C=C(C=CC1)[C@@H]1N(C[C@H](CC1)C)C(=O)OC(C)(C)C